NCCC=1C=C2C(=CN(C2=CC1)C(=O)OC(C)(C)C)NC(C)=O tert-Butyl 5-(2-aminoethyl)-3-acetamidoindole-1-carboxylate